N-(2,4-dimethoxybenzyl)-4-(N-(2,2-dimethyl-2,3-dihydrobenzofuran-5-yl)propiolamido)tetrahydro-2H-pyran-4-carboxamide COC1=C(CNC(=O)C2(CCOCC2)N(C(C#C)=O)C=2C=CC3=C(CC(O3)(C)C)C2)C=CC(=C1)OC